6-(4-(4-isopropylpiperazin-1-yl)phenyl)-1,2-dimethyl-N-(6-morpholinopyridin-3-yl)-1H-benzo[d]imidazol-4-amine C(C)(C)N1CCN(CC1)C1=CC=C(C=C1)C=1C=C(C2=C(N(C(=N2)C)C)C1)NC=1C=NC(=CC1)N1CCOCC1